O=C1NC(CCC1N1C(C2=CC=CC(=C2C1=O)OCC(=O)NCCOCCOCCC(=O)O)=O)=O 3-(2-(2-(2-((2-(2,6-dioxopiperidin-3-yl)-1,3-dioxoisoindolin-4-yl)oxy)acetamido)ethoxy)ethoxy)propanoic acid